methyl 4-((tert-butyldiphenylsilyl)oxy)-2-(3-chloro-2-oxopropyl)pyrrolidine-2-carboxylate [Si](C1=CC=CC=C1)(C1=CC=CC=C1)(C(C)(C)C)OC1CC(NC1)(C(=O)OC)CC(CCl)=O